N-((3-methoxy-6-(4-methoxypiperidin-1-yl)pyridin-2-yl)sulfonyl)-5-(pyridin-2-yl)quinoline-2-carboxamide COC=1C(=NC(=CC1)N1CCC(CC1)OC)S(=O)(=O)NC(=O)C1=NC2=CC=CC(=C2C=C1)C1=NC=CC=C1